dichloro-triphenylphosphino-palladium (II) ClC=1C(=C(C=CC1)P(C1=CC=CC=C1)(C1=CC=CC=C1)[Pd+])Cl